1-((1R,5S,6s)-6-((4-amino-5-(4-bromo-3-methoxyphenyl)-7-isopropyl-7H-pyrrolo[2,3-d]pyrimidin-6-yl)ethynyl)-3-azabicyclo[3.1.0]hexan-3-yl)prop-2-en-1-one NC=1C2=C(N=CN1)N(C(=C2C2=CC(=C(C=C2)Br)OC)C#CC2[C@@H]1CN(C[C@H]21)C(C=C)=O)C(C)C